tert-butyl (1R,5S)-3-{2,7-dichloro-8-fluoropyrido[4,3-d]pyrimidin-4-yl}-3,8-diazabicyclo[3.2.1]octane-8-carboxylate ClC=1N=C(C2=C(N1)C(=C(N=C2)Cl)F)N2C[C@H]1CC[C@@H](C2)N1C(=O)OC(C)(C)C